3-amino-5-vinylbenzonitrile NC=1C=C(C#N)C=C(C1)C=C